6-[(1R)-2,2,2-trifluoro-1-phenyl-ethyl]-4,6-diazaspiro[2.4]heptane-5,7-dione FC([C@@H](C1=CC=CC=C1)N1C(NC2(CC2)C1=O)=O)(F)F